ClC=1C(=C(C=CC1C)C)Cl dichloropara-xylene